NCC(=O)N1CC(C1)CNC(C1=C(C=C(C=C1)NC=1C=2N(C=CN1)C(=CN2)C2=C(C(=C(C=C2)OC)F)F)CC)=O N-[[1-(2-aminoacetyl)azetidin-3-yl]methyl]-4-[[3-(2,3-difluoro-4-methoxyphenyl)imidazo[1,2-a]pyrazin-8-yl]amino]-2-ethyl-benzamide